N-[(2R,3R)-1-[2-[3-Cyclopropyl-5-(trifluoromethyl)pyrazol-1-yl]acetyl]-2-(3-methoxy-2-methyl-phenyl)pyrrolidin-3-yl]pyridine-2-carboxamide C1(CC1)C1=NN(C(=C1)C(F)(F)F)CC(=O)N1[C@@H]([C@@H](CC1)NC(=O)C1=NC=CC=C1)C1=C(C(=CC=C1)OC)C